C(C)OC(=O)C1=C(C2=CC(=CC=C2C=C1)C1=CC=C(C=C1)C(F)(F)F)C1=CC=C(C=C1)C1CNC1 (4-(azetidin-3-yl)phenyl)-7-(4-(trifluoromethyl)phenyl)-2-naphthoic acid ethyl ester